(R)-2-(4-((benzyloxy)carbonyl)morpholin-2-yl)acetic acid C(C1=CC=CC=C1)OC(=O)N1C[C@H](OCC1)CC(=O)O